5-bromo-7-(chloromethyl)-2-(2,4-dimethoxybenzyl)-3,4-dihydroisoquinolin-1(2H)-one BrC1=C2CCN(C(C2=CC(=C1)CCl)=O)CC1=C(C=C(C=C1)OC)OC